6-[(1r,2s)-1,2-difluorocyclopropyl]-2-[(4-methoxyphenyl)methyl]spiro[3H-isoquinoline-4,1'-cyclopropane]-1-one F[C@@]1([C@H](C1)F)C=1C=C2C(=CC1)C(N(CC21CC1)CC1=CC=C(C=C1)OC)=O